[NH4+].[NH4+].[O-][Mo](=O)(=O)[O-] ammonium molybdate